BrC1=CC=C2C3=C(NC2=C1)N=CN=C3N 7-bromo-9H-pyrimido[4,5-b]indol-4-amine